4-(1-(3-(6-(3-hydroxyazetidin-1-yl)-3H-imidazo[4,5-c]pyridin-2-yl)-4-methylbenzoyl)piperidin-4-yl)benzonitrile OC1CN(C1)C1=CC2=C(C=N1)NC(=N2)C=2C=C(C(=O)N1CCC(CC1)C1=CC=C(C#N)C=C1)C=CC2C